C12CN(CC(CC1)N2)C2=NC=NC=1N(C(CN(C21)CCO)=O)CC2=C(C=C(C=C2)OC)OC 4-(3,8-diazabicyclo[3.2.1]oct-3-yl)-8-(2,4-dimethoxybenzyl)-5-(2-hydroxyethyl)-5,8-dihydropteridin-7(6H)-one